methyl (1r,4r)-4-(3-chloroanilino)-2'-{3-[(8-hydroxy-5,6,7,8-tetrahydroquinolin-4-yl)oxy]propyl}-2',3'-dihydrospiro[cyclohexane-1,1'-indene]-4-carboxylate ClC=1C=C(NC2(CCC3(C(CC4=CC=CC=C34)CCCOC3=CC=NC=4C(CCCC34)O)CC2)C(=O)OC)C=CC1